NC1=CC=C(OC=2C=C(C=CC2)SC2=CC(=CC=C2)OC2=CC=C(C=C2)N)C=C1 Bis[3-(4-aminophenoxy) phenyl] sulfide